5-fluoro-6-nitroisoindoline-1,3-dione FC=1C=C2C(NC(C2=CC1[N+](=O)[O-])=O)=O